NC1=CC=C(C=N1)N1C[C@H](CCC1)N(CC1=CC(=NC=C1)OC)CC1=CN2C3=C(C(=C(C=C3C1=O)F)F)OCC2 (S)-6-(((1-(6-aminopyridin-3-yl)piperidin-3-yl)((2-methoxypyridin-4-yl)methyl)amino)methyl)-9,10-difluoro-2,3-dihydro-7H-[1,4]oxazino[2,3,4-ij]quinolin-7-one